OCCCC(=O)[O-].[Ca+2].OCCCC(=O)[O-] calcium γ-hydroxybutanoate